(5-Fluoropyridin-2-yl)-1-(2-morpholinylethyl)-2-oxo-N-(spiro[3.3]hept-2-yl)-1,2-dihydro-1,8-naphthyridine-3-carboxamide FC=1C=CC(=NC1)C1=C(C(N(C2=NC=CC=C12)CCN1CCOCC1)=O)C(=O)NC1CC2(C1)CCC2